C(CC)C1=NC(=NN1)CCCCCCCCCCCC1=NNC(=N1)CCC 3,3'-undecamethylenebis(5-propyl-1,2,4-triazole)